FC=1C=C(C=NC1)C=1N=NN(C1)C(C)N1C(C=C(C=C1)N1C[C@@H](CCC1)NCC1CCC1)=O 1-[1-[4-(5-fluoro-3-pyridyl)triazol-1-yl]ethyl]-4-[(3R)-3-(cyclobutylmethyl-amino)-1-piperidyl]pyridin-2-one